NNC(=O)OCC amino(urethane)